FC1=C(C=C(C=C1F)[N+](=O)[O-])Br 2,3-difluoro-5-nitrobromobenzene